N1C2=C(C=C1)C=CC=1C=CC=3C=CC=CC3C12 phenanthro(4,3-b)pyrrole